(S)-((1-(tert-butoxycarbonyl)pyrrolidin-3-yl)methyl)triphenylphosphine iodide [I-].C(C)(C)(C)OC(=O)N1C[C@H](CC1)CC1=C(C=CC=C1)P(C1=CC=CC=C1)C1=CC=CC=C1